[(2R,3S,4R)-3,4,5-triacetoxy-2-[2-[2-(2-triisopropylsilyloxyethoxy)-ethoxy]ethoxy-methyl]tetrahydrofuran-2-yl]methyl acetate C(C)(=O)OC[C@]1(OC([C@@H]([C@@H]1OC(C)=O)OC(C)=O)OC(C)=O)COCCOCCOCCO[Si](C(C)C)(C(C)C)C(C)C